tert-Butyl N-[5,5,7-trifluoro-8-[5-(1-methyl-1-methylsulfonyl-ethyl)-1,3,4-oxadiazol-2-yl]-2-oxo-1-[(4-phenoxyphenyl)methyl]-3,4-dihydro-1-benzazepin-3-yl]carbamate FC1(CC(C(N(C2=C1C=C(C(=C2)C=2OC(=NN2)C(C)(S(=O)(=O)C)C)F)CC2=CC=C(C=C2)OC2=CC=CC=C2)=O)NC(OC(C)(C)C)=O)F